NC1=NC=CC(=C1Cl)SC=1N=C(C(=NC1)N1CCC2([C@@H]([C@@H](OC2)C)NC(OC(C)(C)C)=O)CC1)Cl Tert-Butyl ((3S,4S)-8-(5-((2-amino-3-chloropyridin-4-yl)thio)-3-chloropyrazin-2-yl)-3-methyl-2-oxa-8-azaspiro[4.5]decan-4-yl)carbamate